(3S)-1-(2-((5-amino-6-(2,4-difluoro-6-methoxyphenyl)pyridin-2-yl)amino)-5-(1-(difluoromethyl)-1H-pyrazol-4-yl)pyridin-4-yl)piperidin-3-ol NC=1C=CC(=NC1C1=C(C=C(C=C1OC)F)F)NC1=NC=C(C(=C1)N1C[C@H](CCC1)O)C=1C=NN(C1)C(F)F